1-Decanol C(CCCCCCCCC)O